2-(1-phenethyl-1H-benzo[d]imidazol-2-yl)ethan-1-amine hydrochloride Cl.C(CC1=CC=CC=C1)N1C(=NC2=C1C=CC=C2)CCN